Tris[6-(oxiran-2-yl)hexyl]-1,3,5-triazinane-2,4,6-trione O1C(C1)CCCCCCN1C(N(C(N(C1=O)CCCCCCC1OC1)=O)CCCCCCC1OC1)=O